5-[4-amino-5-(trifluoromethyl)pyrrolo[2,1-f][1,2,4]triazin-7-yl]-N-[(3R,4S)-1-(3,3-difluorocyclobutanecarbonyl)-4-fluoropyrrolidin-3-yl]-2-methylbenzamide NC1=NC=NN2C1=C(C=C2C=2C=CC(=C(C(=O)N[C@@H]1CN(C[C@@H]1F)C(=O)C1CC(C1)(F)F)C2)C)C(F)(F)F